Trans-Vaccenic acid C(CCCCCCCCC\C=C\CCCCCC)(=O)O